1-Methyl-5-(5-(oxetan-3-yl)-4,5,6,7-tetrahydropyrazolo[1,5-a]pyrazin-2-ylamino)-6-oxo-1,6-dihydropyridin-3-ylboronic acid CN1C=C(C=C(C1=O)NC1=NN2C(CN(CC2)C2COC2)=C1)B(O)O